N-(1-((2-cyanobenzyl)oxy)-2-methylpropan-2-yl)thieno[3,2-b]pyridine-6-carboxamide C(#N)C1=C(COCC(C)(C)NC(=O)C=2C=C3C(=NC2)C=CS3)C=CC=C1